ethyl 2-(4-(1-(5-acetyl-1-(tetrahydro-2H-pyran-4-yl)-4,5,6,7-tetrahydro-1H-pyrazolo[4,3-c]pyridin-3-yl)-7-(difluoromethyl)-1,2,3,4-tetrahydroquinolin-6-yl)-1H-pyrazol-1-yl)acetate C(C)(=O)N1CC2=C(CC1)N(N=C2N2CCCC1=CC(=C(C=C21)C(F)F)C=2C=NN(C2)CC(=O)OCC)C2CCOCC2